(1R,3r)-3-((R)-3-(1-(7-cyclopropyl-3-((R)-1-(2,4-dichlorophenyl)ethyl)-3H-[1,2,3]triazolo[4,5-d]pyrimidin-5-yl)azetidin-3-yl)piperidin-1-yl)-1-methylcyclobutane-1-carboxamide C1(CC1)C=1C2=C(N=C(N1)N1CC(C1)[C@@H]1CN(CCC1)C1CC(C1)(C(=O)N)C)N(N=N2)[C@H](C)C2=C(C=C(C=C2)Cl)Cl